2-(4-isopropyl-5-(8-methoxy-[1,2,4]triazolo[1,5-a]pyridin-6-yl)-1H-pyrazol-3-yl)-5-(1-propylpiperidin-4-yl)thiazole C(C)(C)C=1C(=NNC1C=1C=C(C=2N(C1)N=CN2)OC)C=2SC(=CN2)C2CCN(CC2)CCC